CC1N(C1)C(=O)OC(C)(C)C tert-butyl 2-methylaziridine-1-carboxylate